C(C)(C)(C)OC(=O)C=1C=C(C=CC1)C1=NOC(C1)C(=O)OC methyl 3-(3-(tert-butoxycarbonyl)phenyl)-4,5-dihydroisoxazole-5-carboxylate